C1(CCCCC1)C(=O)C(=[N+]=[N-])S(=O)(=O)C1=CC=CC=C1 cyclohexylcarbonyl-(phenylsulfonyl)diazomethane